(4-(3-hydroxyoxetan-3-yl)phenyl)(4-(2-(trifluoromethyl)phenoxy)piperidin-1-yl)methanone OC1(COC1)C1=CC=C(C=C1)C(=O)N1CCC(CC1)OC1=C(C=CC=C1)C(F)(F)F